ON(C(=O)[C@@H]1NC(OC1)=O)C1=CC=CC=C1 (4R)-N-hydroxy-2-oxo-N-phenyl-oxazolidine-4-carboxamide